1-(sec-butyl-iso-propylamino)-1,4-disilabutane C(C)(CC)N([SiH2]CC[SiH3])C(C)C